CCCCCCCCCCCCCC[N+](C)(C)CC1=CC=CC=C1.[Cl-] N-benzyl-N,N-dimethyltetradecan-1-aminium chloride